2-(2,6-dioxopiperidin-3-yl)-5-((4-(2-fluorophenyl)piperidin-1-yl)methyl)isoindoline-1,3-dione O=C1NC(CCC1N1C(C2=CC=C(C=C2C1=O)CN1CCC(CC1)C1=C(C=CC=C1)F)=O)=O